FC=1C=C(C=NC1OC1=CC=CC=C1)NC1=NC=NC2=CC=C(C=C12)[C@@H]1CN(CCC1)C(C=C)=O 1-[(3R)-3-[4-[(5-fluoro-6-phenoxy-3-pyridyl)amino]quinazolin-6-yl]-1-piperidyl]prop-2-en-1-one